3-chloro-2-cyanopyridin-5-yl 3-[4-(4-chlorothiazol-2-yl)-1H-1,2,3-triazol-1-yl]-3-deoxy-2-O-methyl-1-thio-alpha-D-galactopyranoside ClC=1N=C(SC1)C=1N=NN(C1)[C@@H]1[C@H]([C@@H](SC=2C=C(C(=NC2)C#N)Cl)O[C@@H]([C@@H]1O)CO)OC